[4-methyl-1-(2H-tetraazol-5-yl)pentyl]-4-quinazolinylamine CC(CCC(C=1N=NNN1)NC1=NC=NC2=CC=CC=C12)C